6-chloro-3-(3-chloro-2-fluorophenoxy)-N-[2-(3,4-dimethylphenyl)-2,2-difluoroethyl]-5-methylpyridazine-4-carboxamide ClC1=C(C(=C(N=N1)OC1=C(C(=CC=C1)Cl)F)C(=O)NCC(F)(F)C1=CC(=C(C=C1)C)C)C